(S)-methyl 2-(3-isopropyl-2-oxo-5-(2-oxoethyl) pyrazin-1(2H)-yl)-4-methylpentanoate C(C)(C)C=1C(N(C=C(N1)CC=O)[C@H](C(=O)OC)CC(C)C)=O